NC1=NC=C(C2=C1C=NN2COCC[Si](C)(C)C)NC(C(N2[C@H](CC[C@@H](C2)C)C=2C=CC1=C(N=C(S1)C1C(CN(CC1)C)C)C2)=O)=O N-[4-amino-1-(2-trimethylsilylethoxymethyl)pyrazolo[4,3-c]pyridin-7-yl]-2-oxo-2-[(2R,5S)-2-[2-(1,3-dimethyl-4-piperidyl)-1,3-benzothiazol-5-yl]-5-methyl-1-piperidyl]acetamide